C(C)(C)(C)C1=CC=C(C=C1)C1=CC=C(C(=N1)C)C(=O)[O-].[Li+] Lithium (E)-6-(4-tert-butylphenyl)-2-methyl-pyridine-3-carboxylate